N-(5-((5-chloropyridin-2-yl)methoxy)-1,3,4-thiadiazol-2-yl)-4-(3-fluoro-2-methoxyphenyl)-6-methylnicotinamide ClC=1C=CC(=NC1)COC1=NN=C(S1)NC(C1=CN=C(C=C1C1=C(C(=CC=C1)F)OC)C)=O